6-(6-Chloro-1-methyl-9H-pyrido[3,4-b]indol-8-yl)-3-methoxy-pyridin-2-ylamine ClC=1C=C2C3=C(NC2=C(C1)C1=CC=C(C(=N1)N)OC)C(=NC=C3)C